(S)-N-(1-cycloheptyl-2-((5-(1-(2-(dimethylamino)-2-oxoethyl)-4-methyl-1H-1,2,3-triazol-5-yl)pyridin-2-yl)amino)-2-oxoethyl)-1-methyl-1H-pyrazole-5-carboxamide C1(CCCCCC1)[C@@H](C(=O)NC1=NC=C(C=C1)C1=C(N=NN1CC(=O)N(C)C)C)NC(=O)C1=CC=NN1C